C(C1=CC=CC=C1)OC(=O)N1[C@@H](CCC1)C1=C(C=CC=C1)N=C(C1=CC=CC=C1)C1=CC=CC=C1 (S)-2-(2-((diphenylmethylene)amino)phenyl)pyrrolidine-1-carboxylic acid benzyl ester